O=C1N(CCC(N1)=O)C1=NN(C2=CC(=C(C=C12)F)N1CCC(CC1)CC(=O)NC1=CC2=CC(=C(C(=C2C=C1)F)N1S(NC(C1)=O)(=O)=O)O)C 2-[1-[3-(2,4-dioxohexahydropyrimidin-1-yl)-5-fluoro-1-methyl-indazol-6-yl]-4-piperidyl]-N-[5-fluoro-7-hydroxy-6-(1,1,4-trioxo-1,2,5-thiadiazolidin-2-yl)-2-naphthyl]acetamide